(11-chloro-7-(ethoxycarbonyl)-12-(3-methoxypropoxy)-8-oxo-2,3,8,13b-tetrahydro-1H-pyrido[2,1-a]pyrrolo[1,2-c]phthalazine-3,3-diyl)bis(methylene) diacetate C(C)(=O)OCC1(CCC2N1N1C(C=3C=C(C(=CC23)OCCCOC)Cl)=CC(C(=C1)C(=O)OCC)=O)COC(C)=O